acryloyloxyeicosyliodomethylsilane C(C=C)(=O)OCCCCCCCCCCCCCCCCCCCC[SiH2]CI